(1-benzyl-1H-imidazol-5-yl)-2-[(1-carboxyethyl)amino]propanoic acid C(C1=CC=CC=C1)N1C=NC=C1C(C(=O)O)(C)NC(C)C(=O)O